ClC1=C2C(=NC=N1)SN=C2 4-chloroisothiazolo[5,4-d]pyrimidine